6-chloro-7-(4,4,5,5-tetramethyl-1,3,2-dioxaborolan-2-yl)-1H-indole ClC1=CC=C2C=CNC2=C1B1OC(C(O1)(C)C)(C)C